BrC1=CC=C(C=C1)N1N=C(C(=C1)C1OC(C(N1CCC1=CC=C(C=C1)OCC)=O)C)C1=CC=C(C=C1)F 2-(1-(4-bromophenyl)-3-(4-fluorophenyl)-1H-pyrazol-4-yl)-3-(4-ethoxyphenethyl)-5-methyl-oxazolidin-4-one